3-((5-phenyl-1,3,4-oxadiazol-2-yl)amino)-N-((1R,2S)-2-phenylcyclopropyl)benzamide C1(=CC=CC=C1)C1=NN=C(O1)NC=1C=C(C(=O)N[C@H]2[C@@H](C2)C2=CC=CC=C2)C=CC1